3-(4-Chloro-1H-pyrrolo[2,3-b]pyridin-2-yl)benzoic acid ClC1=C2C(=NC=C1)NC(=C2)C=2C=C(C(=O)O)C=CC2